2,4-dihydroxyphenyl-propane OC1=C(C=CC(=C1)O)CCC